BrCC1=CC=C(C=2C=C(OC21)F)Cl 7-(Bromomethyl)-4-chloro-2-fluorobenzofuran